tetra-butylammonium tris-(3-chloro-4-methylphenyl)hexyl-borate ClC=1C=C(C=CC1C)C(CCCCCOB([O-])[O-])(C1=CC(=C(C=C1)C)Cl)C1=CC(=C(C=C1)C)Cl.C(CCC)[N+](CCCC)(CCCC)CCCC.C(CCC)[N+](CCCC)(CCCC)CCCC